1,2,3-triethyl-4-methylimidazolium hydroxide [OH-].C(C)N1C(=[N+](C(=C1)C)CC)CC